(S)-5-((4-((2-hydroxy-1-phenylethyl)amino)-5-(5-(2-hydroxypropan-2-yl)-1,3,4-oxadiazol-2-yl)pyridin-2-yl)amino)-3,3-dimethyl-2-propylisoindolin-1-one OC[C@H](C1=CC=CC=C1)NC1=CC(=NC=C1C=1OC(=NN1)C(C)(C)O)NC=1C=C2C(N(C(C2=CC1)=O)CCC)(C)C